Z-8-hexadecenal C(CCCCCC\C=C/CCCCCCC)=O